(3S)-3-fluoro-1-azabicyclo[3.2.0]heptane-5-carboxylic acid benzyl ester C(C1=CC=CC=C1)OC(=O)C12C[C@@H](CN2CC1)F